CC1=C(OC(C(=O)O)(C)C)C(=CC(=C1)CN1C(N(CC1=O)C1=CC(=C(C=C1)C(F)(F)F)C)=O)C 2-(2,6-Dimethyl-4-((3-(3-methyl-4-(trifluoromethyl)phenyl)-2,5-dioxoimidazolin-1-yl)methyl)phenoxy)-2-methylpropionic Acid